N1=CC(=CC=C1)C=1NC2=C(N1)C=CC=C2 2-(3-pyridyl)benzimidazole